5-chloro-2-((4-chlorobenzyl)sulfinyl)benzo[d]oxazole ClC=1C=CC2=C(N=C(O2)S(=O)CC2=CC=C(C=C2)Cl)C1